dimethylenebisoleic acid amide C(CCCCCCC\C=C/CCCCCCCCCCCCCCCCCC\C=C/CCCCCCCC(=O)N)(=O)N